O[C@@H]1CC[C@@]2([C@H]3CC[C@@]4([C@H](CC[C@H]4[C@@H]3CC[C@@H]2C1)[C@@H](CCC(=O)NCO)C)C)C (R)-4-((3R,5R,8R,9S,10S,13R,14S,17R)-3-hydroxy-10,13-dimethylhexadecahydro-1H-cyclopenta[a]phenanthren-17-yl)-N-(hydroxymethyl)pentanamide